trifluorothymidine Iodo-methyl-hexanoate IC(C(=O)O)(CCCC)C.[C@@H]1(C[C@H](O)[C@@H](CO)O1)N1C(=O)NC(=O)C(C(F)(F)F)=C1